COC1=CC=C(C=C1)S(=O)(=O)N(CC(=O)OC)CC1=CN(C2=CC=CC(=C12)[N+](=O)[O-])COCC[Si](C)(C)C Methyl N-((4-methoxyphenyl) sulfonyl)-N-((4-nitro-1-((2-(trimethylsilyl) ethoxy) methyl)-1H-indol-3-yl) methyl)glycinate